L-1-benzyl-3-methylimidazole C(C1=CC=CC=C1)N1CN(C=C1)C